4-nitro-1,3-bis(2-chloro-4-(trifluoromethyl)phenoxy)benzene [N+](=O)([O-])C1=C(C=C(C=C1)OC1=C(C=C(C=C1)C(F)(F)F)Cl)OC1=C(C=C(C=C1)C(F)(F)F)Cl